(2S,3S,4S,5S)-4-[[3-[2-Methoxy-3-(trifluoromethyl)phenyl]-4,5-dimethyl-5-(trifluoromethyl)tetrahydrofuran-2-carbonyl]amino]pyridin-2-carboxamid COC1=C(C=CC=C1C(F)(F)F)[C@H]1[C@H](O[C@@]([C@H]1C)(C(F)(F)F)C)C(=O)NC1=CC(=NC=C1)C(=O)N